BrC=1C(=NN(C1C)C1CC2(CN(C2)C(=O)OCCCC)C1)C=1C(=NC=CC1)C butyl 6-(4-bromo-5-methyl-3-(2-methylpyridin-3-yl)-1H-pyrazol-1-yl)-2-azaspiro[3.3]heptane-2-carboxylate